2,2',2''-(10-(17-Chloro-2,16-dioxo-6,9,12-trioxa-3,15-diazaheptadecyl)-1,4,7,10-tetraazacyclododecane-1,4,7-triyl)triacetic acid ClCC(NCCOCCOCCOCCNC(CN1CCN(CCN(CCN(CC1)CC(=O)O)CC(=O)O)CC(=O)O)=O)=O